ClC1=C(C=CC=C1)C=1N=C(SC1)OC(=O)NNC1CC1 (4-(2-chlorophenyl) thiazol-2-yl)-2-cyclopropylhydrazine-1-carboxylate